ClC=1C=C(C(N(C1)CC1=CC=C(C=C1)Cl)=O)C(=O)N[C@H](C(=O)NC)CC1=C(C=CC=C1)C1=C(C=C(C=C1)OC)C(F)(F)F (S)-5-chloro-1-(4-chlorobenzyl)-N-(3-(4'-methoxy-2'-(trifluoromethyl)-[1,1'-biphenyl]-2-yl)-1-(methylamino)-1-oxopropan-2-yl)-2-oxo-1,2-dihydropyridine-3-carboxamide